FC(OC[C@H]1N(C[C@@H](C1)C1=CC=C(C=C1)C(F)(F)F)C1=CC=C(C(=O)O)C=C1)F 4-((2S,4S)-2-((difluoromethoxy)methyl)-4-(4-(trifluoromethyl)phenyl)pyrrolidin-1-yl)benzoic acid